N[C@H](C(=O)OC)CCC1=CC(=CC=C1)C=O methyl (S)-2-amino-4-(3-formylphenyl)butanoate